ClC1=CC=C(CN2C(=NC=3N(C(N(C(C23)=O)CCCO)=O)C)C2(CCC(CC2)C2=CC=CC=C2)F)C=C1 7-(4-chlorobenzyl)-8-(1-fluoro-4-phenylcyclohexyl)-1-(3-hydroxypropyl)-3-methyl-3,7-dihydro-1H-purine-2,6-dione